(3R)-3-amino-5-[(4-chlorophenyl)methyl]-7-[5-[(3,3-difluoro-1-methyl-cyclobutyl)amino]-1,3,4-oxadiazol-2-yl]-1,1-dioxo-2,3-dihydro-1lambda6,5-benzothiazepin-4-one N[C@H]1CS(C2=C(N(C1=O)CC1=CC=C(C=C1)Cl)C=C(C=C2)C=2OC(=NN2)NC2(CC(C2)(F)F)C)(=O)=O